2-(dimethylamino)-1-(4-(3-isopropyl-2-(pyrazolo[1,5-a]pyridin-5-yl)-1H-indol-5-yl)piperidin-1-yl)ethan-1-one CN(CC(=O)N1CCC(CC1)C=1C=C2C(=C(NC2=CC1)C1=CC=2N(C=C1)N=CC2)C(C)C)C